N,N'-ethylenediaminediacetic acid C(CNCC(=O)O)NCC(=O)O